5-(3-hydroxy-4-(6-(methyl(2,2,6,6-tetramethylpiperidin-4-yl)amino)pyridazin-3-yl)phenyl)-1-methylpyridin-2(1H)-one OC=1C=C(C=CC1C=1N=NC(=CC1)N(C1CC(NC(C1)(C)C)(C)C)C)C=1C=CC(N(C1)C)=O